4-(4-(3-azabicyclo[3.2.1]octan-3-yl)-8-fluoro-2-(((4aS,7aR)-1-methyloctahydro-4aH-cyclopenta[b]pyridin-4a-yl)methoxy)pyrido[4,3-d]pyrimidin-7-yl)-5-ethynyl-6-fluoronaphthalen-2-ol C12CN(CC(CC1)C2)C=2C1=C(N=C(N2)OC[C@]23[C@H](N(CCC2)C)CCC3)C(=C(N=C1)C1=CC(=CC3=CC=C(C(=C13)C#C)F)O)F